C(C)(C)(C)OC(=O)N1C[C@@H]([C@@H](CC1)NC1=CC=C(C=C1)Cl)C (3s,4r)-4-(4-chloroanilino)-3-methyl-piperidine-1-carboxylic acid tert-butyl ester